1,3-dimethyl-5-((4-(4-(trifluoromethyl)piperidin-1-yl)phenyl)amino)-1,3-dihydro-2H-benzo[d]imidazol-2-one CN1C(N(C2=C1C=CC(=C2)NC2=CC=C(C=C2)N2CCC(CC2)C(F)(F)F)C)=O